1-methyl-6-trifluoromethyl-3-(3,5,6-trifluoro-2-pyridinyl)pyrimidine-2,4-dione CN1C(N(C(C=C1C(F)(F)F)=O)C1=NC(=C(C=C1F)F)F)=O